N1CC(C1)N1N=CC(=C1)C1=CC2=C(N(C=N2)C2=CC(=C(C(=O)NCC(F)(F)F)C(=C2)OC)OC)C=C1 4-[5-[1-(azetidin-3-yl)pyrazol-4-yl]benzimidazol-1-yl]-2,6-dimethoxy-N-(2,2,2-trifluoroethyl)benzamide